2-methylbenzen CC1=CC=CC=C1